[1,1-bis(4-chlorophenyl)ethyl-methyl-amino] (2S)-2-[(3-hydroxy-4-methoxy-pyridine-2-carbonyl) amino]propanoate OC=1C(=NC=CC1OC)C(=O)N[C@H](C(=O)ON(C)C(C)(C1=CC=C(C=C1)Cl)C1=CC=C(C=C1)Cl)C